2-(2,6-Dichloro-phenyl)-5-[4-(1-methyl-1H-tetrazol-5-yl)-phenylamino]-2H-[1,2,3]triazole-4-carboxylic acid amide ClC1=C(C(=CC=C1)Cl)N1N=C(C(=N1)C(=O)N)NC1=CC=C(C=C1)C1=NN=NN1C